CCCCCCCCC/C=C\CCCCCCCC(=O)OC[C@H](COP(=O)(O)OC[C@H](CO)O)OC(=O)CCC/C=C\C/C=C\C/C=C\C/C=C\C/C=C\CC 1-(9Z-nonadecenoyl)-2-(5Z,8Z,11Z,14Z,17Z-eicosapentaenoyl)-glycero-3-phospho-(1'-sn-glycerol)